FC1(CC(CCC1)NC(C(=O)N[C@H](C(N[C@@H](C[C@H]1C(NCC1)=O)C(COC1=C(C(=CC(=C1F)F)F)F)=O)=O)CC(C)C)=O)F N1-(3,3-difluorocyclohexyl)-N2-((S)-4-methyl-1-oxo-1-(((S)-3-oxo-1-((S)-2-oxopyrrolidin-3-yl)-4-(2,3,5,6-tetrafluorophenoxy)butan-2-yl)amino)pentan-2-yl)oxalamide